OC=1C=CC=2C3(C4=CC=C(C=C4OC2C1)O)OC(C1=C3C=CC=C1)=O 3',6'-Dihydroxy-3H-spiro[2-benzofuran-1,9'-xanthen]-3-one